CC1=NN(C2=NC(=NC(=C21)NC=2N=CN(C2)C2=CC(=C(C(=C2)OC)OC)OC)N2[C@@H](CCC2)CO)C2OCCCC2 ((2S)-1-(3-methyl-1-(tetrahydro-2H-pyran-2-yl)-4-((1-(3,4,5-trimethoxyphenyl)-1H-imidazol-4-yl)amino)-1H-pyrazolo[3,4-d]pyrimidin-6-yl)pyrrolidin-2-yl)methanol